NCCOCCN β-Aminoethylether